5-(4-methyloxazol-2-yl)-1H-pyrazolo[4,3-b]pyridin-7-amine CC=1N=C(OC1)C1=CC(=C2C(=N1)C=NN2)N